p-Methyl-acetophenon CC1=CC=C(C=C1)C(C)=O